[H-].[Na+].C(#N)C=1C=CC2=CNN=C2C1OC1CC(C1)N(C(OC(C)(C)C)=O)C tert-butyl ((1S,3S)-3-((6-cyano-2H-indazol-7-yl)oxy)cyclobutyl)-(methyl)carbamate Sodium hydride